(2S,3R,4R)-4-amino-3-ethyl-5-oxopyrrolidin N[C@@H]1[C@@H](CNC1=O)CC